FC1=CC(=C(C=C1)[C@@H]1[C@@H](O[C@@](C1)(C(F)(F)F)C)C(=O)NC1=CC(=NC=C1)C(=O)N)OC (2R,3R,5S)-4-[[3-(4-Fluoro-2-methoxy-phenyl)-5-methyl-5-(trifluoromethyl)tetrahydrofuran-2-carbonyl]amino]pyridin-2-carboxamid